(R)-3-((1-cyclobutylpyrrolidin-2-yl)methyl)-5,6,7-trifluoro-1H-indole C1(CCC1)N1[C@H](CCC1)CC1=CNC2=C(C(=C(C=C12)F)F)F